tert-butyl (3R)-4-(6-{[2-(difluoromethyl)pyridin-4-yl]amino}-5-nitropyridin-2-yl)-3-methylpiperazine-1-carboxylate FC(C1=NC=CC(=C1)NC1=C(C=CC(=N1)N1[C@@H](CN(CC1)C(=O)OC(C)(C)C)C)[N+](=O)[O-])F